2',4'-Dihydroxy-7-methoxy-8-prenylflavan OC1=C(C2OC3=C(C(=CC=C3CC2)OC)CC=C(C)C)C=CC(=C1)O